4-[[(2R,3R,4S,5S)-3-(3,4-difluoro-2-vinyl-phenyl)-4,5-dimethyl-5-(trifluoromethyl)tetrahydrofuran-2-carbonyl]amino]pyridine-2-carboxamide FC=1C(=C(C=CC1F)[C@@H]1[C@@H](O[C@@]([C@H]1C)(C(F)(F)F)C)C(=O)NC1=CC(=NC=C1)C(=O)N)C=C